N-(3-fluoro-2-methyl-5-(5-(piperazin-1-yl)-1,2,4-oxadiazol-3-yl)phenyl)imidazo[1,2-a]pyridine-3-carboxamide FC=1C(=C(C=C(C1)C1=NOC(=N1)N1CCNCC1)NC(=O)C1=CN=C2N1C=CC=C2)C